N-tert.-Butyl-4-[[2-(3-fluorophenyl)acetyl]amino]pyridin C(C)(C)(C)N1CC=C(C=C1)NC(CC1=CC(=CC=C1)F)=O